[Si](C)(C)(C(C)(C)C)OCOC(=O)C=1C=C(C2=C(C=CO2)C1)I ((tert-butyldimethylsilyloxy) methyl)-7-iodobenzofuran-5-carboxylate